Lithium bis(trifluoromethyl)amide FC(F)(F)[N-]C(F)(F)F.[Li+]